C(C=C)(=O)N1[C@H](CN(C[C@H]1C)C1=NC(N2C3=C(C(=C(C=C13)C(F)(F)F)C1=CC=C(C=C1)F)SC[C@H](C2)C2=C(C=NC=C2)F)=O)C (S)-8-((3S,5R)-4-acryloyl-3,5-dimethylpiperazin-1-yl)-11-(4-fluorophenyl)-3-(3-fluoropyridin-4-yl)-10-(trifluoromethyl)-3,4-dihydro-2H,6H-[1,4]thiazepino[2,3,4-ii]quinazolin-6-one